C1(CCCCC1)P(C1CCCCC1)C1CCCCC1 Tri-cyclohexyl-Phosphin